C(C)(C)(C)OC(=O)N1C(C[C@H](C1)CCCN)(C)C (4R)-4-(3-aminopropyl)-2,2-dimethyl-pyrrolidine-1-carboxylic acid tert-butyl ester